iso-Penten C=CC(C)C